FC=1C(=CC(=C2C=C(NC12)C(=O)N1CCN(CC1)C1=NC=C(C=C1OC)F)C1CN(CC1)C)C=1CN(CCC1)C(CCN1N=NC=C1)=O 1-(3-(7-Fluoro-2-(4-(5-fluoro-3-methoxypyridin-2-yl)piperazine-1-carbonyl)-4-(1-methylpyrrolidin-3-yl)-1H-indol-6-yl)-5,6-dihydropyridin-1(2H)-yl)-3-(1H-1,2,3-triazol-1-yl)propan-1-one